OCC=CC1(CCCC1)O 1-(3-hydroxypropane-1-en-1-yl)cyclopentanol